N-(1'-(2-(1,1-difluoroethyl)-6-(1-methyl-1H-pyrazol-4-yl)pyrimidin-4-yl)-1',2'-dihydrospiro[cyclopropan-1,3'-pyrrolo[3,2-c]pyridin]-6'-yl)acetamide FC(C)(F)C1=NC(=CC(=N1)N1CC2(C=3C=NC(=CC31)NC(C)=O)CC2)C=2C=NN(C2)C